4-(((4-(trifluoromethoxy)phenyl)thio)methyl)benzamide FC(OC1=CC=C(C=C1)SCC1=CC=C(C(=O)N)C=C1)(F)F